IC=1N=C(N2N=C(C=C(C21)C(C)(C)S(=O)(=O)C)N2[C@@H](COCC2)C)I (3R)-4-[5,7-diiodo-4-(2-methanesulfonylpropan-2-yl)imidazo[1,5-b]pyridazin-2-yl]-3-methylmorpholine